1,N3-di([1,1'-biphenyl]-4-yl)-5-(9,9-dimethyl-9H-fluoren-2-yl)-N1,N3-dimesitylbenzene-1,3-diamine C1(=CC=C(C=C1)C1(CC(=CC(=C1)C1=CC=2C(C3=CC=CC=C3C2C=C1)(C)C)N(C1=C(C=C(C=C1C)C)C)C1=CC=C(C=C1)C1=CC=CC=C1)NC1=C(C=C(C=C1C)C)C)C1=CC=CC=C1